[N].[C].[Hf] hafnium carbon nitrogen